2-Benzyl-3,4-dihydroisoquinolin-1(2H)-one C(C1=CC=CC=C1)N1C(C2=CC=CC=C2CC1)=O